2-((1-(2-(cyanomethyl)-3-(4-fluorophenyl)-7-methyl-1-oxo-1,2-dihydroisoquinolin-5-yl)ethyl)amino)benzoic acid C(#N)CN1C(C2=CC(=CC(=C2C=C1C1=CC=C(C=C1)F)C(C)NC1=C(C(=O)O)C=CC=C1)C)=O